FC=1C=C(C#N)C=C(C1)N[C@@H]1C[C@@H](C1)C(=O)N1OCC[C@H]1C1=CC(=CC=C1)F cis-3-fluoro-5-((3-((S)-3-(3-fluorophenyl)isoxazolidine-2-carbonyl)cyclobutyl)amino)benzonitrile